C1(=CC=CC=C1)[Si](C1=CC=C(C=C1)B(O)O)(C1=CC=CC=C1)C1=CC=CC=C1 4-triphenylsilyl-phenylboronic acid